CC1=C(C=CC=C1)S(=O)(=O)N1C2CN(CC1CC2)C(=O)C=2N=NNC2 {8-[(2-methylphenyl)sulfonyl]-3,8-diazabicyclo[3.2.1]oct-3-yl}(1H-1,2,3-triazol-4-yl)methanone